tert-butyl N-((2-(6-(azetidin-1-yl)pyridin-2-yl)-1,6-naphthyridin-7-yl)methyl)carbamate N1(CCC1)C1=CC=CC(=N1)C1=NC2=CC(=NC=C2C=C1)CNC(OC(C)(C)C)=O